OCC[C@H]1C=2N(C3=C(C(=N1)C1=CC=C(C=C1)C1=CC(=CC=C1)NC(=O)C=1C=NN4C1N=CC=C4)C(=C(S3)C)C)C(=NN2)C (S)-N-(4'-(6-(2-hydroxyethyl)-2,3,9-trimethyl-6H-thieno[3,2-f][1,2,4]triazolo[4,3-a][1,4]diazepin-4-yl)-[1,1'-biphenyl]-3-yl)pyrazolo[1,5-a]pyrimidine-3-carboxamide